(R)-N-(5-(1-(5-(6-ethoxypyrazin-2-yl)thiazole-2-carbonyl)pyrrolidin-2-yl)pyridin-3-yl)cyclopropanesulfonamide C(C)OC1=CN=CC(=N1)C1=CN=C(S1)C(=O)N1[C@H](CCC1)C=1C=C(C=NC1)NS(=O)(=O)C1CC1